5-[5-(2-methoxyphenyl)-1,3,4-oxadiazol-2-yl]-1,3-dihydro-2,1-benzoxazol-3-one COC1=C(C=CC=C1)C1=NN=C(O1)C=1C=CC2=C(C(ON2)=O)C1